C(C)(C)(C)NC(=O)C=1OC(=NN1)C=1C(=CC2=C(N(C([C@H](CS2(=O)=O)N)=O)CC2=CC=C(C=C2)Cl)C1)F N-tert-butyl-5-[(3R)-3-amino-5-[(4-chlorophenyl)methyl]-8-fluoro-1,1,4-trioxo-2,3-dihydro-1λ6,5-benzothiazepin-7-yl]-1,3,4-oxadiazole-2-carboxamide